C(=O)O.NC1=C2C(=NC=N1)N(N=C2C2=CC=C(C=C2)OC2=CC=CC=C2)C2CCN(CC2)CCCCCCCCCCOC2=C1C(=CC(OC1=CC(=C2)O)=O)C2=CC=CC=C2 5-((10-(4-(4-amino-3-(4-phenoxyphenyl)pyrazolo[3,4-d]pyrimidin-1-yl)piperidin-1-yl)decyl)oxy)-7-hydroxy-4-phenylchromen-2-one formate